CC1=NN=C(O1)C1=CC=C(C=C1)C1=NC2=C(N1)C=CC(=C2)C(=O)C2=CC=CC=C2 {2-[4-(5-methyl-[1,3,4]oxadiazol-2-yl)-phenyl]-1H-benzimidazol-5-yl}-phenyl-methanone